CN(C)CC1(CC12CCC2)COC=2N=C(C1=C(N2)C(=C(N=C1)C1=CC(=CC2=CC=C(C(=C12)CC)F)OCOC)F)N1C[C@@](CCC1)(O)C (3R)-1-[2-[[2-[(dimethylamino)methyl]spiro[2.3]hexan-2-yl]methoxy]-7-[8-ethyl-7-fluoro-3-(methoxymethoxy)-1-naphthyl]-8-fluoro-pyrido[4,3-d]pyrimidin-4-yl]-3-methyl-piperidin-3-ol